(1s,2R,3R,4R)-1-((2R)-2-((4R,5R)-2-(2,4-difluorophenyl)-5-hydroxy-1,3-dioxan-4-yl)-2-hydroxyethyl)-3,4-dihydroxy-2-(hydroxymethyl)pyrrolidin-1-ium FC1=C(C=CC(=C1)F)C1OC[C@H]([C@H](O1)[C@@H](C[NH+]1[C@@H]([C@H]([C@@H](C1)O)O)CO)O)O